8-[(2s,5r)-4-[(3-cyclopropyl-1,2,4-oxadiazol-5-yl)(4-fluorophenyl)methyl]-2,5-diethylpiperazin-1-yl]-5-methyl-6-oxo-5,6-dihydro-1,5-naphthyridine-2-carbonitrile C1(CC1)C1=NOC(=N1)C(N1C[C@@H](N(C[C@H]1CC)C1=CC(N(C=2C=CC(=NC12)C#N)C)=O)CC)C1=CC=C(C=C1)F